C(CCC(=O)C)(=O)[O-].[Ca+2].C(CCC(=O)C)(=O)[O-] calcium levulinate